6-fluoro-1-(4-fluoro-3-methylphenyl)-2-isopropyl-5-methoxy-1H-indole-3-carbaldehyde FC1=C(C=C2C(=C(N(C2=C1)C1=CC(=C(C=C1)F)C)C(C)C)C=O)OC